(4-Amino-3-hydroxy-2-methylbutan-2-yl)carbamic acid tert-butyl ester C(C)(C)(C)OC(NC(C)(C(CN)O)C)=O